C(C)(C)(C)OC(NC=1C=C2C(=NN(C2=CC1)CC(=O)N([C@@H](CO)C)CC(=O)NCC1=C(C(=CC=C1)Cl)F)C(N)=O)=O (R)-(3-carbamoyl-1-(2-((2-((3-chloro-2-fluorobenzyl)amino)-2-oxoethyl)(1-hydroxypropan-2-yl)amino)-2-oxoethyl)-1H-indazol-5-yl)carbamic acid tert-butyl ester